[Cl-].OCC[N+](CCCCO)(C)C N-hydroxyethyl-N-hydroxybutyl-dimethyl-ammonium chloride